ClC1=C(C(=C(CNC(CCC)=O)C=C1)F)C=1NC(C=C(N1)C=1C=NC(=NC1)OCC1CC1)=O N-{4-chloro-3-[2'-(cyclopropylmethoxy)-6-oxo-1,6-dihydro-[4,5'-bipyrimidine]-2-yl]-2-fluorobenzyl}butanamide